C(CCCCCCCC=CCC=CCCCCC)=O octadeca-9,12-dienal